N-[2-fluoro-4-(trifluoromethyl)phenyl]-5-(2-pyridyl)-1H-pyrrole-3-sulfonamide FC1=C(C=CC(=C1)C(F)(F)F)NS(=O)(=O)C1=CNC(=C1)C1=NC=CC=C1